ClCC(=O)NCCN(C(=O)[C@@H](NC(CC[C@@H](NC(COCCOCCNC(CBr)=O)=O)C(=O)O)=O)CCC(=O)O)CCNC(CCl)=O (13R,18S)-18-(bis(2-(2-chloroacetylamino)ethyl)carbamoyl)-1-bromo-13-carboxy-2,11,16-trioxo-6,9-dioxa-3,12,17-triaza-heneicosane-21-oic acid